CN1C[C@H](CC1=O)OC(=O)N1CCN(CC1)C1=NC=2N(C=C1)N=CC2C=2C(=NC=CC2)OC [(3S)-1-methyl-5-oxo-pyrrolidin-3-yl]4-[3-(2-methoxy-3-pyridyl)pyrazolo[1,5-a]pyrimidin-5-yl]piperazine-1-carboxylate